ClC=1C=C(NC1)C1=NC(=NO1)[C@H]1CC[C@H](N(C1)C(=O)C=1C=CC(=NC1)F)C 5-({(2R,5S)-5-[5-(4-chloro-1H-pyrrol-2-yl)-1,2,4-oxadiazol-3-yl]-2-methylpiperidin-1-yl}carbonyl)-2-fluoropyridine